4-chloro-1-(2-chlorophenyl)-2-oxo-7-(trifluoromethyl)-1,2-dihydro-1,8-naphthyridine-3-carbonitrile ClC1=C(C(N(C2=NC(=CC=C12)C(F)(F)F)C1=C(C=CC=C1)Cl)=O)C#N